C(C)(C)(C)OCC1=C(C=CC(=C1)F)B(O)O 2-(tert-Butoxymethyl)-4-fluorophenyl-boronic acid